C(C)C1=CC=C(C=C1)N(S(=O)(=O)C=1C=2CCC(C2C(=CC1)OCC1CCOCC1)=O)CC(C)C N-(4-ethylphenyl)-N-isobutyl-1-oxo-7-((tetrahydro-2H-pyran-4-yl)methoxy)-2,3-dihydro-1H-indene-4-sulfonamide